3,4-dihydroxybutyl methacrylate C(C(=C)C)(=O)OCCC(CO)O